N-(benzhydrylideneamino)-5-(4,5-dimethyloxazol-2-yl)pyridin-2-amine C(C1=CC=CC=C1)(C1=CC=CC=C1)=NNC1=NC=C(C=C1)C=1OC(=C(N1)C)C